C(=O)(OCC1C2=CC=CC=C2C2=CC=CC=C12)N1CCCCCC1 Fmoc-azepane